CC/C=C\\C/C=C\\C/C=C\\C/C=C\\C/C=C\\CCCCCCCCCCCCCC(=O)SCCNC(=O)CCNC(=O)[C@@H](C(C)(C)COP(=O)([O-])OP(=O)([O-])OC[C@@H]1[C@H]([C@H]([C@@H](O1)N2C=NC3=C(N=CN=C32)N)O)OP(=O)([O-])[O-])O The molecule is a polyunsaturated fatty acyl-CoA(4-) obtained by deprotonation of the phosphate and diphosphate OH groups of (15Z,18Z,21Z,24Z,27Z)-triacontapentaenoyl-CoA. It is a polyunsaturated fatty acyl-CoA(4-), a very long-chain acyl-CoA(4-) and a 3-substituted propionyl-CoA(4-). It is a conjugate base of a (15Z,18Z,21Z,24Z,27Z)-triacontapentaenoyl-CoA.